FC(C=1C=C(C=CC1)NC1=NC(=NC(=N1)NC1=CC(=CC=C1)C(F)(F)F)N1CC(CCC1)O)(F)F 1-(4,6-bis((3-(trifluoromethyl)phenyl)amino)-1,3,5-triazin-2-yl)piperidin-3-ol